2-(p-toluenesulfonyl)valeraldehyde CC1=CC=C(C=C1)S(=O)(=O)C(C=O)CCC